(3R)-7-hydroxy-N-(2-piperidin-1-ylethyl)-1,2,3,4-tetrahydroisoquinoline-3-carboxamide OC1=CC=C2C[C@@H](NCC2=C1)C(=O)NCCN1CCCCC1